3-(5-(azetidin-3-ylethynyl)-1-oxoisoindolin-2-yl)piperidine-2,6-dione N1CC(C1)C#CC=1C=C2CN(C(C2=CC1)=O)C1C(NC(CC1)=O)=O